N-(2-(4,4-difluoropiperidin-1-yl)pyrimidin-4-yl)-2-(4,4-dimethyl-1,4-azasilinan-1-yl)-5-fluoro-4-((2-hydroxyethyl)sulfonamido)benzamide FC1(CCN(CC1)C1=NC=CC(=N1)NC(C1=C(C=C(C(=C1)F)NS(=O)(=O)CCO)N1CC[Si](CC1)(C)C)=O)F